BrCC/C(=C/C/C=C(/CCC=C(C)C)\C)/C (6E,9E)-12-Bromo-2,6,10-trimethyl-2,6,9-dodecatriene